bis(4-aminocyclohexyl)propane NC1CCC(CC1)C(C)(C)C1CCC(CC1)N